2-(5-(1-methyl-1H-indazol-5-yl)-1H-pyrrolo[2,3-b]pyridin-4-yl)-2,6-diazaspiro[3.4]octan-5-one CN1N=CC2=CC(=CC=C12)C=1C(=C2C(=NC1)NC=C2)N2CC1(C2)C(NCC1)=O